(1R)-N-(2,6-dioxopiperidin-3-yl)-1,2,3,4-tetrahydronaphthalene-1-carboxamide O=C1NC(CCC1NC(=O)[C@@H]1CCCC2=CC=CC=C12)=O